7-(pyrimidin-2-yl)benzo[d]thiazol-2-amine N1=C(N=CC=C1)C1=CC=CC=2N=C(SC21)N